CC1(CC1)NC(=O)C=1C2=CN(N=C2C=CC1)C=1C=NC=CC1 N-(1-METHYLCYCLOPROPYL)-2-(3-PYRIDINYL)-2H-INDAZOL-4-CARBOXAMID